(S)-4-ethyl-8-fluoro-4-hydroxy-11-((R)-1-cyclopentylpyrrolidin-3-yl)-1,12-dihydro-14H-pyrano[3',4':6,7]indolizino[2,1-b]quinoline-3,6,14(4H,11H)-trione C(C)[C@]1(C(OCC=2C(N3CC=4N(C5=CC=C(C=C5C(C4C3=CC21)=O)F)[C@H]2CN(CC2)C2CCCC2)=O)=O)O